O=C(CCO[C@H](CC)C1=NNC(C(=C1)C(F)(F)F)=O)N1CCN(CC1)C1=NC=C(C=N1)C(F)(F)F |r| rac-3-[1-[3-Oxo-3-[4-[5-(trifluoromethyl)pyrimidin-2-yl]piperazin-1-yl]propoxy]propyl]-5-(trifluoromethyl)-1H-pyridazin-6-one